FC([C@](C(=O)O[C@H](C)[C@H]1C(O[C@@H](C1)[C@H](CC)O[Si](C1=CC=CC=C1)(C1=CC=CC=C1)C(C)(C)C)=O)(C1=CC=CC=C1)OC)(F)F [(1R)-1-[(3S,5S)-5-[(1S)-1-[tert-butyl(diphenyl)silyl]oxypropyl]-2-oxo-tetrahydrofuran-3-yl]ethyl] (2R)-3,3,3-trifluoro-2-methoxy-2-phenyl-propanoate